C(C)OC(=O)C1=C(C=NN1C1=CC=C(C=C1)Br)C 1-(4-bromophenyl)-4-methyl-1H-pyrazole-5-carboxylic acid ethyl ester